ClC1=C(C(=C(C=C1OC)OC)Cl)C1=CC2=C(N=C(N=C2)N[C@@H]2COCC[C@@H]2N)S1 (3S,4S)-N3-(6-(2,6-dichloro-3,5-dimethoxyphenyl)thieno[2,3-d]pyrimidin-2-yl)tetrahydro-2H-pyran-3,4-diamine